8-fluoro-7-methoxy-1-{[(1s,2s,5r)-6-methyl-4-oxo-3-azabicyclo[3.1.0]hex-2-yl]methoxy}isoquinoline-6-carboxamide FC=1C(=C(C=C2C=CN=C(C12)OC[C@@H]1[C@H]2C([C@H]2C(N1)=O)C)C(=O)N)OC